3-bromo-4-nitro-pyridine BrC=1C=NC=CC1[N+](=O)[O-]